Cl.C(C1=CC=CC=C1)NO N-benzylhydroxylamine hydrochloride